4-(3-(dimethylamino)propoxy)-N-(3-(1-methyl-1H-indol-3-yl)propyl)benzenesulfonamide CN(CCCOC1=CC=C(C=C1)S(=O)(=O)NCCCC1=CN(C2=CC=CC=C12)C)C